5-(cyclopropylmethyl)-4-(4-(difluoromethoxy)phenyl)-2-(1-methyl-6-oxo-1,6-dihydropyridin-3-yl)-2,5-dihydro-3H-pyrrolo[3,2-c]pyridazin-3-one C1(CC1)CN1C=CC2=NN(C(C(=C21)C2=CC=C(C=C2)OC(F)F)=O)C2=CN(C(C=C2)=O)C